ClC=1C(=C(CNC(=O)C2=CN3CC4N(C(C3=C(C2=O)O)=O)CCCCN4CC(C)C)C=CC1)F 1-Hydroxy-6-isobutyl-2,11-dioxo-2,5a,6,7,8,9,10,11-octahydro-5H-4a,6,10a-triaza-cyclohepta[b]naphthalene-3-carboxylic acid 3-chloro-2-fluoro-benzylamide